C1=C(C=CC2=CC=CC=C12)N(C=1C=C2C=3C=CC=CC3C(=CC2=C2C=CC=CC12)N(C1=CC2=CC=CC=C2C=C1)C1=CC2=CC=CC=C2C=C1)C1=CC2=CC=CC=C2C=C1 N,N,N',N'-tetra(naphthalen-2-yl)chrysen-6,12-diamine